octadecyl-3-[3,5-di-tert-butyl-4-hydroxyphenyl]Propionic acid C(CCCCCCCCCCCCCCCCC)C(C(=O)O)CC1=CC(=C(C(=C1)C(C)(C)C)O)C(C)(C)C